CC(C)(C)OC(=O)NCC1=CC=C(C=C1)CN ({[4-(aminomethyl)phenyl]methyl}amino)carboxylic acid 2-methylpropan-2-yl ester